BrC=1C(=C(C(=NC1)C)N=CN(C)CC)OC(C)C1=CC(=CC(=C1)F)F N'-{5-bromo-[(61R)-1-(3,5-difluorophenyl)ethoxy]-2-methylpyridin-3-yl}-N-ethyl-N-methylimidoformamide